5-Chloro-N4-(1H-indazol-6-yl)-N2-(4-(4-methylpiperazin-1-yl)phenyl)pyrimidine-2,4-diamine ClC=1C(=NC(=NC1)NC1=CC=C(C=C1)N1CCN(CC1)C)NC1=CC=C2C=NNC2=C1